4-(trifluoromethyl)pyrrolidin FC(C1CCNC1)(F)F